2-Ethylhexyl p-methoxycinnamate CCCCC(CC)COC(=O)C=CC1=CC=C(C=C1)OC